(3R)-3-Aminopyrrolidine-1-carboxylic acid tert-butyl ester C(C)(C)(C)OC(=O)N1C[C@@H](CC1)N